C1(=CC=C(C=C1)C1=NC(=NC(=N1)C1=CC=C(C=C1)C1=CC=CC=C1)Cl)C1=CC=CC=C1 2,4-di(biphenyl-4-yl)-6-chloro-1,3,5-triazine